(naphthyl)ethylenediamine dihydrochloride Cl.Cl.C1(=CC=CC2=CC=CC=C12)NCCN